BrC=1C=C(C(=CC1)N[C@@H]1C[C@H](C1)OC)N 4-bromo-N1-((trans)-3-methoxycyclobutyl)benzene-1,2-diamine